FC1=C(C=CC(=C1)F)[C@@](CN1N=CN=C1)([C@@H](C)SSCCCCC1=CC=NC=C1)O (2R,3R)-2-(2,4-difluorophenyl)-3-((4-(pyridin-4-yl)butyl)disulfanyl)-1-(1H-1,2,4-triazol-1-yl)butan-2-ol